C=1(C(=CC=CC1)C(S)S)C(S)S 1,2-benzenedimethanedithiol